CN(CCN(C1=C(C=C(C(=C1)OC)NC1=NC=NC(=C1)N1OCC[C@@H]1C1=CC(=CC=C1)C=1C=NC(=C(C1)F)C)NC(C=C)=O)C)C (R)-N-(2-((2-(dimethylamino)-ethyl)(methyl)-amino)-5-((6-(3-(3-(5-fluoro-6-methylpyridin-3-yl)phenyl)isoxazolidin-2-yl)pyrimidin-4-yl)amino)-4-methoxyphenyl)-acrylamide